(6-(2-oxo-6-azaspiro[3.3]heptan-6-yl)pyridin-2-yl)methanol tert-butyl-[4-(3-chloro-10-methyl-11-oxo-10,11-dihydro-5H-dibenzo[b,e][1,4]diazepin-5-yl)butyl]methylcarbamate C(C)(C)(C)CN(C(=O)OCC1=NC(=CC=C1)N1CC2(CC(C2)=O)C1)CCCCN1C2=C(N(C(C3=C1C=C(C=C3)Cl)=O)C)C=CC=C2